BrC=1C=C2C(=NC=NC2=CC1O)C=1C(=NN(C1)C)C1=CC=CC=C1 6-bromo-4-(1-methyl-3-phenyl-1H-pyrazol-4-yl)quinazolin-7-ol